rel-N-(5-((1R,3S)-3-((4-cyclopropylisothiazol-3-yl)oxy)cyclopentyl)-1H-pyrazol-3-yl)acetamide C1(CC1)C=1C(=NSC1)O[C@@H]1C[C@@H](CC1)C1=CC(=NN1)NC(C)=O |o1:9,11|